N1=CC(=CC=C1)C=1C=C(C=C(C1)C=1C=NC=CC1)C1=CC(=CC=C1)C1=CC(=CC(=C1)C=1C=NC=CC1)C=1C=NC=CC1 1,3-bis[3,5-bis(pyridin-3-yl)-phenyl]benzene